C(C)S(=O)(=O)N1CC(C1)(N1N=CC(=C1)C1=NC(=NC=C1C)NC=1C=NN(C1)CCO)CC#N 2-(1-(ethylsulfonyl)-3-(4-(2-((1-(2-hydroxyethyl)-1H-pyrazol-4-yl)amino)-5-methylpyrimidin-4-yl)-1H-pyrazol-1-yl)azetidin-3-yl)acetonitrile